3'-(9H-carbazol-9-yl)-3,5-bis(3,6-diphenyl-9H-carbazol-9-yl)-[1,1'-biphenyl] C1=CC=CC=2C3=CC=CC=C3N(C12)C=1C=C(C=CC1)C1=CC(=CC(=C1)N1C2=CC=C(C=C2C=2C=C(C=CC12)C1=CC=CC=C1)C1=CC=CC=C1)N1C2=CC=C(C=C2C=2C=C(C=CC12)C1=CC=CC=C1)C1=CC=CC=C1